2-(2-cyclopropyl-3-((tetrahydro-2H-pyran-4-yl)oxy)phenyl)-2-(3-((5-(1,2,3,4-tetrahydro-1,8-naphthyridin-2-yl)pentyl)oxy)azetidin-1-yl)acetic acid C1(CC1)C1=C(C=CC=C1OC1CCOCC1)C(C(=O)O)N1CC(C1)OCCCCCC1NC2=NC=CC=C2CC1